bromo-1-(oxetan-3-yl)-1H-pyrazole BrC1=NN(C=C1)C1COC1